ClC1=CC=C(C=C1)NC(=O)C1C(C1)C1CCC(CC1)C1=CC=NC2=CC=C(C=C12)F N-(4-chlorophenyl)-2-(4-(6-fluoroquinolin-4-yl)cyclohexyl)cyclopropanecarboxamide